N-(3-cyano-4-methyl-1H-indol-7-yl)-2-(1-(dimethylamino)ethyl)thiazole-5-sulfonamide C(#N)C1=CNC2=C(C=CC(=C12)C)NS(=O)(=O)C1=CN=C(S1)C(C)N(C)C